4-((4-(benzyloxy)pyridin-2-yl)(hydroxy)methyl)-4-(hydroxymethyl)piperidine-1-carboxylic acid tert-butyl ester C(C)(C)(C)OC(=O)N1CCC(CC1)(CO)C(O)C1=NC=CC(=C1)OCC1=CC=CC=C1